OC1CCC(CC1)N(CCCCCCCC(=O)N(CCCCCCCCCC)CCCCCCCCCC)CCCCCCCC(=O)N(CCCCCCCCCC)CCCCCCCCCC 8,8'-(((1S,4S)-4-HYDROXYCYCLOHEXYL)AZANEDIYL)BIS(N,N-DIDECYLOCTANAMIDE)